C1(=CC=CC=C1)C1=C(C(=CC(=C1)C1=CC=CC=C1)C1=CC=CC=C1)S 2,4,6-triphenylbenzenethiol